2-(1-((1-(2-fluorophenyl)-3-methyl-1H-indazol-5-yl)methyl)piperidin-4-yl)isoindolin-1-one FC1=C(C=CC=C1)N1N=C(C2=CC(=CC=C12)CN1CCC(CC1)N1C(C2=CC=CC=C2C1)=O)C